BrC1=CC=C2C(C(=CN(C2=C1)C1CC1)C=O)=O 7-bromo-1-cyclopropyl-4-oxo-1,4-dihydroquinoline-3-carbaldehyde